BrCC1CCC2(OCCO2)CC1 8-(bromomethyl)-1,4-dioxaspiro[4.5]decane